N-(2-ethylaminophenyl)-N'-(4-methylphenyl)-1,2-ethylenediamine C(C)NC1=C(C=CC=C1)NCCNC1=CC=C(C=C1)C